CNCC N-methyl-N-ethylamine